{8-methyl-1H,2H,3H-pyrido[2,3-b][1,4]oxazin-7-yl}-N-(2-methyl-2,3-dihydro-1H-isoindol-5-yl)-5,6,7,8-tetrahydro-2,6-naphthyridin-3-amine CC1=C(C=NC=2OCCNC21)C2=NC(=CC=1CNCCC21)NC=2C=C1CN(CC1=CC2)C